OC1=C2C=CC(OC2=CC(=C1C(\C=C\C1=CC=C(C=C1)C(F)(F)F)=O)OC)(C)C (E)-1-(5-hydroxy-7-methoxy-2,2-dimethyl-2H-chromen-6-yl)-3-(4-(trifluoromethyl)phenyl)prop-2-en-1-one